N-(6-(1-methyl-1H-1,2,3-triazol-4-yl)isoquinolin-3-yl)-1-((1-(trifluoromethyl)cyclopropyl)methyl)piperidine-4-carboxamide CN1N=NC(=C1)C=1C=C2C=C(N=CC2=CC1)NC(=O)C1CCN(CC1)CC1(CC1)C(F)(F)F